6-[3-methyl-4-(trifluoromethyl)phenyl]-4-oxo-4,5-dihydropyrazolo[1,5-a]pyrazine-2-carboxamide CC=1C=C(C=CC1C(F)(F)F)C=1NC(C=2N(C1)N=C(C2)C(=O)N)=O